C(C)(C)[C@@]12C[C@H]([C@@](C=C1)(CC2)C)C(=O)OC methyl (1R,2R,4R)-4-isopropyl-1-methyl-bicyclo[2.2.2]oct-5-ene-2-carboxylate